6-chloro-N-(5-chloro-1-(difluoromethyl)-1H-pyrazol-4-yl)-7-(5,6-dihydrocyclopenta[c]pyrazol-2(4H)-yl)-1H-indole-3-sulfonamide ClC1=CC=C2C(=CNC2=C1N1N=C2C(=C1)CCC2)S(=O)(=O)NC=2C=NN(C2Cl)C(F)F